tert-butyl (1S,2S,5R)-2-((R)-1-((7-chloro-8-fluoro-2-(methylthio)-4-oxo-3,4-dihydropyrido[4,3-d]pyrimidin-5-yl)oxy)-2,2-difluoroethyl)-3,8-diazabicyclo[3.2.1]octane-8-carboxylate ClC1=C(C=2N=C(NC(C2C(=N1)O[C@@H](C(F)F)[C@@H]1[C@@H]2CC[C@H](CN1)N2C(=O)OC(C)(C)C)=O)SC)F